4-amino-1-methyl-N-(2-oxopyrrolidin-1-yl)-N-[[6-(trifluoromethyl)-3-pyridyl]methyl]pyrazolo[4,3-c]quinoline-8-carboxamide NC1=NC=2C=CC(=CC2C2=C1C=NN2C)C(=O)N(CC=2C=NC(=CC2)C(F)(F)F)N2C(CCC2)=O